C1=CC=CC=2C3=CC=CC=C3C(C12)COC(=O)N([C@H](C(=O)O)CCC(C)C)C (2S)-2-[9H-fluoren-9-ylmethoxycarbonyl(methyl)amino]-5-methylhexanoic acid